N[C@]1(CN(CCC1)C=1C2=C(N=C(N1)C)C(=C(N=C2)C=2C=C(C=C1C=CC(=C(C21)CCCC(=O)O)F)OCOC)F)C (R)-4-(8-(4-(3-Amino-3-methylpiperidin-1-yl)-8-fluoro-2-methylpyrido[4,3-d]pyrimidin-7-yl)-2-fluoro-6-(methoxymethoxy)naphthalen-1-yl)butanoic acid